C(C)(C)(C)OC(=O)N[C@H](C(=O)O)CC1C(NN(C1)C)=O (S)-2-((tert-butoxycarbonyl)amino)-3-(1-methyl-3-oxopyrazolidin-4-yl)propanoic acid